COC(=O)[C@@H]1C[C@H](CCC1)OC1=CC=C(C=C1)C=1N=NN(C1COCC1=CC=CC=C1)C |r| (+/-)-(1S,3S)-3-(4-(5-((benzyloxy)methyl)-1-methyl-1H-1,2,3-triazol-4-yl)phenoxy)cyclohexane-1-carboxylic acid methyl ester